N-[2-(4-formylcyclohexyl)-6-methoxy-indazol-5-yl]Pyridine-2-carboxamide C(=O)C1CCC(CC1)N1N=C2C=C(C(=CC2=C1)NC(=O)C1=NC=CC=C1)OC